ClC1=C(C(=NC=C1)N1C(C2=CC=3CC(CC3N2CC1)(C)C)=O)C(=O)O 4-Chloro-2-{4,4-dimethyl-9-oxo-1,10-diazatricyclo-[6.4.0.02,6]dodeca-2(6),7-dien-10-yl}pyridine-3-carboxylic Acid